C1(CCCCC1)C[C@H](OC1=CC=C(C(=O)O)C=C1)C=1C=C(C=CC1)C1=CC=C(C=C1)C(F)(F)F (S)-4-(2-cyclohexyl-1-(4'-(trifluoromethyl)-[1,1'-biphenyl]-3-yl)ethoxy)benzoic acid